3-Cyclopropyl-2-[4-[[(3R)-1-methyl-3-piperidyl]amino]pyrido[3,4-d]pyridazin-1-yl]-5-(trifluoromethyl)phenol formic acid salt C(=O)O.C1(CC1)C=1C(=C(C=C(C1)C(F)(F)F)O)C1=C2C(=C(N=N1)N[C@H]1CN(CCC1)C)C=NC=C2